BrC1=C(C(=O)O)C=C(C(=C1)C(=O)O)Br 2,5-Dibromoterephthalic acid